CC(C)CCCC(C)CCCC(C)(C#C)O 3,7,11-Trimethyldodecyn-3-ol